N-[3-fluoro-4-[4-[[5-(4-hydroxy-1-piperidyl)-2-pyridyl]amino]-5-oxo-6H-1,6-naphthyridin-2-yl]phenyl]-1-methyl-cyclopropane-carboxamide FC=1C=C(C=CC1C1=NC=2C=CNC(C2C(=C1)NC1=NC=C(C=C1)N1CCC(CC1)O)=O)NC(=O)C1(CC1)C